O=C1NC(CCC1C1=CC=C(C=C1)C1CCN(CC1)C1CCN(CC1)CCCCCC1=C2C(N(C(C2=CC=C1)=O)[C@H](CS(=O)(=O)C)C1=CC(=C(C=C1)OC)OCC)=O)=O 4-(5-(4-(4-(2,6-dioxopiperidin-3-yl)phenyl)-[1,4'-bipiperidin]-1'-yl)pentyl)-2-((S)-1-(3-ethoxy-4-methoxyphenyl)-2-(methylsulfonyl)ethyl)isoindoline-1,3-dione